Triallyl(iodomethyl)silane C(C=C)[Si](CI)(CC=C)CC=C